1-{1-[1-(2,2-difluoroethyl)-1H-pyrazole-4-carbonyl]-1,2,3,4-tetrahydroquinolin-6-yl}-N-(4-fluorophenyl)cyclobutane-1-carboxamide FC(CN1N=CC(=C1)C(=O)N1CCCC2=CC(=CC=C12)C1(CCC1)C(=O)NC1=CC=C(C=C1)F)F